6-(1H-imidazol-1-yl)-N-(1-(methylsulfonyl)piperidin-4-yl)picolinamide N1(C=NC=C1)C1=CC=CC(=N1)C(=O)NC1CCN(CC1)S(=O)(=O)C